COC(C=C)=O.COC(C(=C)C)=O.C(C(=C)C)(=O)O methacrylic acid methylmethacrylate methylacrylate